nickel cobalt molybdenum sulphide [Mo]=S.[Co].[Ni]